FC1=C(C(=CC(=C1)F)F)[Ti](C1C=CC=C1)C1C=CC=C1 2,4,6-trifluorophenyl-bis(cyclopentadienyl)titanium